NC1=C(C=NC2=CC(=CC=C12)Br)NC(=O)[C@@H]1CN(CCC1)C(=O)OC(C)(C)C tert-Butyl (S)-3-((4-amino-7-bromoquinolin-3-yl)carbamoyl)piperidine-1-carboxylate